COC1=C2C=C(NC2=CC=C1)C(=O)N[C@H](C(=O)N[C@H](C#C)CCSC)CC(C)C 4-methoxy-N-((S)-4-methyl-1-(((S)-5-(methylthio)pent-1-yn-3-yl)amino)-1-oxopentan-2-yl)-1H-indole-2-carboxamide